C(O[C@H]1C[C@H](CC1)C1=NN(C(=C1)NC1=CC(=NC=C1)O[C@@H](C)CC[C@@H](C)N)C(C)(C)C)(OC1=CC=C(C=C1)[N+](=O)[O-])=O (1R,3S)-3-(5-((2-(((2S,5R)-5-aminohexan-2-yl)oxy)pyridin-4-yl)amino)-1-(tert-butyl)-1H-pyrazol-3-yl)cyclopentyl (4-nitrophenyl) carbonate